2,4-dichlorophenoxypropionate ClC1=C(OC(C(=O)[O-])C)C=CC(=C1)Cl